ethyl (10EZ)-13-(2-chloro-6-fluoro-phenyl)-10-hydrazinylidene-7-thia-9,12-diazatricyclo[6.5.0.02,6]trideca-1(8),2(6),12-triene-4-carboxylate ClC1=C(C(=CC=C1)F)C1=NCC(NC=2SC=3CC(CC3C12)C(=O)OCC)=NN